ClC=1C=C(NC2(CCC3(C(CC4=CC=CC=C34)C[C@H](COC3=CC=NC=4CC(CCC34)C)C)CC2)C(=O)O)C=CC1 4-(3-Chloroanilino)-2'-{(2R)-2-methyl-3-[(7-methyl-5,6,7,8-tetrahydroquinolin-4-yl)oxy]propyl}-2',3'-dihydrospiro[cyclohexane-1,1'-indene]-4-carboxylic acid